methyltris(methoxyethoxy)silane C[Si](OCCOC)(OCCOC)OCCOC